C(CC1=C(C(=O)O)C=CC(=C1)C(=O)O)C1=C(C(=O)O)C=CC(=C1)C(=O)O ethylenebis(terephthalic acid)